tert-Butyl (1R,2S)-2-(4-chloro-2-(2,4-dimethoxybenzyl)-7-fluoro-3-oxo-2,3-dihydro-1H-pyrrolo[3,4-c]pyridin-6-ylamino)cyclohexylcarbamate ClC1=NC(=C(C2=C1C(N(C2)CC2=C(C=C(C=C2)OC)OC)=O)F)N[C@@H]2[C@@H](CCCC2)NC(OC(C)(C)C)=O